1-chloro-3-(2-chloro-4-(2-(4-(2-hydroxy-3-(4-(hydroxymethyl)-1H-1,2,3-triazol-1-yl)propoxy)phenyl)propan-2-yl)phenoxy)propan-2-ol ClCC(COC1=C(C=C(C=C1)C(C)(C)C1=CC=C(C=C1)OCC(CN1N=NC(=C1)CO)O)Cl)O